(2S,4r)-4-hydroxy-1-[(2S)-2-(4-indan-5-yl-triazol-1-yl)-3,3-dimethyl-butyryl]-N-methyl-pyrrolidine-2-carboxamide O[C@@H]1C[C@H](N(C1)C([C@H](C(C)(C)C)N1N=NC(=C1)C=1C=C2CCCC2=CC1)=O)C(=O)NC